O=C(C(C(=O)OC)N1CCN(CC1)C1=NC=NC=C1)CC methyl 3-oxo-2-[4-(pyrimidin-4-yl)piperazin-1-yl]pentanoate